O1C(CC(CC1=O)=O)=O 2H-pyran-2,4,6(3H,5H)trione